N4,N6-bis(1-cyclopropylethyl)-2-(6-(trifluoromethyl)pyridin-2-yl)pyrimidine-4,6-diamine C1(CC1)C(C)NC1=NC(=NC(=C1)NC(C)C1CC1)C1=NC(=CC=C1)C(F)(F)F